(R)-4-chloro-5-(3-morpholino-5-((tetrahydrofuran-3-yl)sulfonyl)phenyl)pyridin-2-amine ClC1=CC(=NC=C1C1=CC(=CC(=C1)S(=O)(=O)[C@H]1COCC1)N1CCOCC1)N